(4-ethyl-3-iodophenyl)-2-methylpropanoic acid C(C)C1=C(C=C(C=C1)C(C(=O)O)(C)C)I